C(C1C(C(=O)[O-])CCCC1)(=O)OCCOC(C=C)=O mono(2-acryloyloxyethyl) hexahydrophthalate